B([O-])([O-])[O-].[La+3].Br[Ba+] bromobarium lanthanum borate